ClC1=C(C=CC=C1)CC(=O)NC1=CC(=NC=C1)C(=O)NC1CCOCC1 4-[[2-(2-chlorophenyl)acetyl]amino]-N-tetrahydropyran-4-yl-pyridine-2-carboxamide